2,5-difluoro-4-(4,4,5,5-tetramethyl-1,3,2-dioxaborolan-2-yl)aniline FC1=C(N)C=C(C(=C1)B1OC(C(O1)(C)C)(C)C)F